N1CC(C1)CC(=O)N1C[C@@]2(CC1)C(NC1=CC(=C(C=C12)Cl)Cl)=O (S)-1'-(2-(azetidin-3-yl)acetyl)-5,6-dichlorospiro[indoline-3,3'-pyrrolidin]-2-one